COC1=NC=CC=C1C1=CC=NC=C1 methoxy-[3,4'-bipyridyl]